BrC=1C(=C2C(=NC1)N(CC21CC(CC1)(C(F)(F)F)O)C(=O)OC(C)(C)C)Cl tert-butyl 5'-bromo-4'-chloro-3-hydroxy-3-(trifluoromethyl)spiro[cyclopentane-1,3'-pyrrolo[2,3-b]pyridine]-1'(2'H)-carboxylate